2-(2,6-dioxo-3-piperidyl)-5-[4-[[4-[[4-[6-[5-(1-methylcyclopropoxy)-1H-indazol-3-yl]pyrimidin-4-yl]-1-piperidyl]methyl]-1-piperidyl]methyl]-1-piperidyl]isoindoline-1,3-dione O=C1NC(CCC1N1C(C2=CC=C(C=C2C1=O)N1CCC(CC1)CN1CCC(CC1)CN1CCC(CC1)C1=NC=NC(=C1)C1=NNC2=CC=C(C=C12)OC1(CC1)C)=O)=O